Anti-Tyrosin N[C@@H](CC1=CC=C(C=C1)O)C(=O)O